OC(C)(C)C1=NN(C2=NC=C(C=C21)C(=O)NC2(CS(C2)(=O)=O)C)C2=CC(=CC=C2)OC(F)(F)F 3-(2-hydroxypropan-2-yl)-N-(3-methyl-1,1-dioxidothietan-3-yl)-1-(3-(trifluoromethoxy)phenyl)-1H-pyrazolo[3,4-b]pyridine-5-carboxamide